BrC=1C(=NC(=NC1)NC1=C(C=C(C(=C1)Cl)N1CCC(CC1)N1CCN(CC1)C)OC)NC1=C(C=C2N=CC=NC2=C1)N(S(=O)(=O)C)C N-(7-((5-bromo-2-((5-chloro-2-methoxy-4-(4-(4-methylpiperazin-1-yl)piperidine-1-yl)phenyl)amino)pyrimidin-4-yl)amino)quinoxalin-6-yl)-N-methylmethanesulfonamide